3-(2,3-dihydrobenzo[b][1,4]dioxin-6-yl)acryloyl chloride O1C2=C(OCC1)C=C(C=C2)C=CC(=O)Cl